C1(CC1)C#CC1(C2=C(NC(O1)=O)C=C(C(=C2)F)CO)C(F)(F)F 4-(cyclopropylethynyl)-6-fluoro-7-(hydroxymethyl)-4-(trifluoromethyl)-1,4-dihydro-2H-benzo[d][1,3]oxazin-2-one